1-(4-(7-(3-aminoisoquinolin-1-yl)-6-chloroquinazolin-4-yl)piperazin-1-yl)prop-2-en-1-one NC=1N=C(C2=CC=CC=C2C1)C1=C(C=C2C(=NC=NC2=C1)N1CCN(CC1)C(C=C)=O)Cl